5-(1-isopropyl-1H-benzo[d][1,2,3]triazol-5-yl)-3-(3-methoxypyridin-2-yl)-1,2,4-oxadiazole C(C)(C)N1N=NC2=C1C=CC(=C2)C2=NC(=NO2)C2=NC=CC=C2OC